C(C1=CC=CC=C1)NC(N(C1=NC=C(C=C1)C=1C=NN(C1)C)[C@@H]1CC[C@H](CC1)NC1=NC=C(C(=N1)NC1(COC1)C)C#N)=O 3-benzyl-1-(trans-4-((5-cyano-4-((3-methyloxetan-3-yl)amino)pyrimidin-2-yl)amino)cyclohexyl)-1-(5-(1-methyl-1H-pyrazol-4-yl)pyridin-2-yl)urea